CC1=C(C#N)C=CC=C1C 2,3-dimethyl-benzonitrile